C1(=CC=CC=C1)S(=O)(=O)[C@@]1(CN(CC1)C(=O)C1(CCS(CC1)(=O)=O)O)C1=CC=C(C=C1)OCC1=C(C=CC=C1C(F)(F)F)F 4-[(3R)-3-(benzenesulfonyl)-3-(4-{[2-fluoro-6-(trifluoromethyl)phenyl]methoxy}phenyl)pyrrolidine-1-carbonyl]-4-hydroxy-1λ6-thiane-1,1-dione